C1(CC1)N(C(OC(C)(C)C)=O)C1CN(CC1)C1=NC=C(N=C1)C(NC=1C(=CC=2N(C1)C=C(N2)C)C)=O tert-butyl cyclopropyl(1-(5-((2,7-dimethylimidazo[1,2-a]pyridin-6-yl)carbamoyl)pyrazin-2-yl)pyrrolidin-3-yl)carbamate